BrC1=CC=C(C=2OCOC21)[N+](=O)[O-] 4-bromo-7-nitrobenzo[d][1,3]dioxole